6-bromo-1-cyclopentyl-1H-benzo[d]imidazole BrC=1C=CC2=C(N(C=N2)C2CCCC2)C1